4-(4-methoxyphenyl)-2-{3-[4-(pyrrolidin-1-yl)butyl]ureido}thiophene-3-carboxamide COC1=CC=C(C=C1)C=1C(=C(SC1)NC(=O)NCCCCN1CCCC1)C(=O)N